NC1=C(C#N)C(=CC(=C1)F)C(F)F 2-amino-6-(difluoromethyl)-4-fluorobenzonitrile